chloro-8-cyclobutyl-4-(pyrrolidin-1-ylmethyl)-1,5-naphthyridine ClC1=NC2=C(C=CN=C2C(=C1)CN1CCCC1)C1CCC1